N-(4-(4-amino-5-(3-methoxy-4-(pyrimidin-2-ylmethyl)phenyl)-7-methyl-7H-pyrrolo[2,3-d]pyrimidin-6-yl)phenyl)methacrylamide NC=1C2=C(N=CN1)N(C(=C2C2=CC(=C(C=C2)CC2=NC=CC=N2)OC)C2=CC=C(C=C2)NC(C(=C)C)=O)C